CC=1C(=NC(=NC1)NC=1C=NN(C1)C1COCCC1)C1=CC=C(C(=O)O)C=C1 4-(5-Methyl-2-((1-(tetrahydro-2H-pyran-3-yl)-1H-pyrazol-4-yl)amino)pyrimidin-4-yl)benzoic Acid